FC(C1=CC=C(C=C1)S(=O)(=O)N1C[C@@H](OCC1)C1=C(SC2=C1C=CC=C2)C(=O)N)(F)F |o1:13| 3-[(S) or (R)-4-[4-(Trifluoromethyl)phenyl]sulfonylmorpholin-2-yl]benzothiophene-2-carboxamide